methyl 6-cyano-5-hydroxy-2,3-dihydro-1H-indene-4-carboxylate C(#N)C=1C(=C(C=2CCCC2C1)C(=O)OC)O